heptanyne C#CCCCCC